3-(difluoro(4-methoxyphenyl)methyl)bicyclo[1.1.1]pentan-1-amine FC(C12CC(C1)(C2)N)(C2=CC=C(C=C2)OC)F